FC1CN(C1)C1=CC(=CC(=N1)N1CC2(C=3C=NC(=CC31)NC(C)=O)CC2)C N-(1'-(6-(3-fluoroazetidin-1-yl)-4-methylpyridin-2-yl)-1',2'-dihydrospiro[cyclopropane-1,3'-pyrrolo[3,2-c]pyridin]-6'-yl)acetamide